FC=1C=C2CN(CC2=CC1)C(=O)NC1=CC=C(C=C1)C=1CCN(CC1)S(N)(=O)=O 5-FLUORO-N-(4-(1-SULFAMOYL-1,2,3,6-TETRAHYDROPYRIDIN-4-YL)PHENYL)ISOINDOLINE-2-CARBOXAMIDE